[Br-].C(C)O[Si](CCCOC1=C(C=C(C=C1)O)[P+](C)(C)C)(OCC)OCC (2-[3-(triethoxysilyl)propoxy]-5-hydroxyphenyl)trimethylphosphonium bromide